C(CCCSSSCCCC(=O)O)(=O)O 4,4'-trithio-dibutyric acid